C(C)(C)(C)OC(=O)N1CC=2N=CN=C(C2CC1)N(CC(=O)OC)C1=C(C=C(C=C1)F)C(F)(F)F.ClC1=C2C=3C=CC=CC3NC2=C2C(C1([2H])[2H])(C1(C(C(C(C(C1=C2)([2H])[2H])([2H])[2H])([2H])[2H])([2H])[2H])[2H])[2H] chloroindenocarbazole-d12 tert-butyl-4-[[4-fluoro-2-(trifluoromethyl)phenyl](2-methoxy-2-oxoethyl)amino]-5h,6h,7h,8h-pyrido[3,4-d]pyrimidine-7-carboxylate